[Fe](=S)(=S)(=S)(=S)(=S)(=S)(=S)=S iron octasulfide